S1C=2N(C=C1)C=C(N2)CC(=O)NC=2SC=C(N2)C2=CNC1=CC=C(C=C21)[N+](=O)[O-] 2-(imidazo[2,1-b]thiazol-6-yl)-N-[4-(5-nitro-1H-indol-3-yl)thiazol-2-yl]acetamide